1-(2-aminoethyl)pyrrolidin-2-one hydrochloride Cl.NCCN1C(CCC1)=O